(Z)-1-nitro-2-(3,4,5-trifluorophenyl) ethylene 1-(2-(tert-butoxy)-2-oxoethyl) 4-(2,2,4,4-tetramethylpentan-3-yl) 2-methylenesuccinate C=C(C(=O)OCC(=O)OC(C)(C)C)CC(=O)OC(C(C)(C)C)C(C)(C)C.[N+](=O)([O-])\C=C/C1=CC(=C(C(=C1)F)F)F